N-(5-pyrazin-2-yl-2-pyridyl)-2-[3-(trifluoromethyl)-4-[2-(trifluoromethyl)-4-pyridyl]pyrazol-1-yl]acetamide N1=C(C=NC=C1)C=1C=CC(=NC1)NC(CN1N=C(C(=C1)C1=CC(=NC=C1)C(F)(F)F)C(F)(F)F)=O